NC=1NC(C2=C(N1)NC(=C2C=2C=NN(C2)CC2=CC=NC=C2)C2=CC=C(C=C2)S(=O)(=O)N(C)C)=O 4-(2-amino-4-oxo-5-(1-(pyridin-4-ylmethyl)-1H-pyrazol-4-yl)-4,7-dihydro-3H-pyrrolo[2,3-d]pyrimidin-6-yl)-N,N-dimethylbenzenesulfonamide